N-(4-((10H-benzo[b]pyrido[2,3-e][1,4]oxazin-4-yl)oxy)phenyl)-1-(4-fluorophenyl)-2-oxo-1,2-dihydropyridine-3-carboxamide N1=CC=C(C2=C1NC1=C(O2)C=CC=C1)OC1=CC=C(C=C1)NC(=O)C=1C(N(C=CC1)C1=CC=C(C=C1)F)=O